2-chloro-4-(((1r,4r)-4-hydroxy-4-methylcyclohexyl)amino)-pyrimidine-5-carboxylic acid ethyl ester C(C)OC(=O)C=1C(=NC(=NC1)Cl)NC1CCC(CC1)(C)O